1-[4-amino-2-(ethoxymethyl)-9-methoxy-imidazo[4,5-c]quinolin-1-yl]-2-methyl-2-propanol NC1=NC=2C=CC=C(C2C2=C1N=C(N2CC(C)(O)C)COCC)OC